rel-(2S,3R,5S)-4-[[3-(3,4-difluoro-2-methoxy-phenyl)-5-methyl-5-(2,2,2-trifluoroethyl)tetrahydrofuran-2-carbonyl]amino]pyridine-2-carboxamide FC=1C(=C(C=CC1F)[C@@H]1[C@H](O[C@@](C1)(CC(F)(F)F)C)C(=O)NC1=CC(=NC=C1)C(=O)N)OC |o1:8,9,11|